tert-Butyl N-[[6-[2-chloro-3-[2-chloro-3-(3-formyl-1-methyl-pyrrolo[2,3-b]pyridin-6-yl)phenyl]phenyl]-2-methoxy-3-pyridyl]methyl]-N-[[(2S)-5-oxopyrrolidin-2-yl]methyl]carbamate ClC1=C(C=CC=C1C1=C(C(=CC=C1)C1=CC=C2C(=N1)N(C=C2C=O)C)Cl)C2=CC=C(C(=N2)OC)CN(C(OC(C)(C)C)=O)C[C@H]2NC(CC2)=O